FC1=C2C=NNC2=C(C=C1)F 4,7-difluoro-1H-indazole